[Co].[Fe] iron cobalt salt